(1-((2-(3,5-dichlorophenyl)-6-((6-(4-methylpiperazin-1-yl) pyridin-3-yl)oxy)pyridin-4-yl)methyl)piperidin-4-yl)methylmethylcarbamate ClC=1C=C(C=C(C1)Cl)C1=NC(=CC(=C1)CN1CCC(CC1)COC(NC)=O)OC=1C=NC(=CC1)N1CCN(CC1)C